NC=1C(=C(C(=C(C1C1=CC=CC=C1)O)OC)C)OC 6-amino-3,5-dimethoxy-4-methyl-[1,1'-biphenyl]-2-ol